ClC=1C=CC2=C(C[C@@H](CC=3N2C(=NN3)[C@@H]3CC[C@H](CC3)OC3=NC=CC=C3)NCC(C)C)C1 (5S)-8-Chloro-N-(2-methylpropyl)-1-[trans-4-(pyridin-2-yloxy)cyclohexyl]-5,6-dihydro-4H-[1,2,4]triazolo[4,3-a][1]benzazepin-5-amin